3,5-difluoro-N-[(1S)-1-methyl-2-oxo-2-[[(1R,4S)-4-(trifluoromethylsulfonylcarbamoyl)cyclopent-2-en-1-yl]amino]ethyl]benzamide FC=1C=C(C(=O)N[C@H](C(N[C@H]2C=C[C@H](C2)C(NS(=O)(=O)C(F)(F)F)=O)=O)C)C=C(C1)F